tert-butyl 3-(3-(3-fluoro-4-methyl-5-nitrophenyl)-1,2,4-oxadiazol-5-yl)azetidine-1-carboxylate FC=1C=C(C=C(C1C)[N+](=O)[O-])C1=NOC(=N1)C1CN(C1)C(=O)OC(C)(C)C